Dihydroxyurea C(=O)(NO)NO